IC1=CC(=C2C(C(N(C2=C1)COCC[Si](C)(C)C)=O)=O)C(F)(F)F 6-iodo-4-(trifluoromethyl)-1-(2-trimethylsilylethoxymethyl)indoline-2,3-dione